(4aS,7aS,12bS)-3-(cyclopropylmethyl)-4a-hydroxy-7-methylene-2,3,4,4a,5,6,7,7a-octahydro-1H-4,12-methanobenzofuro[3,2-e]isoquinolin-9-yl dodecyl carbonate C(OC1=CC=C2C3=C1O[C@@H]1[C@]34CCN(C([C@@]4(CCC1=C)O)C2)CC2CC2)(OCCCCCCCCCCCC)=O